CC1(C(NCC1)=O)C1=CC(=C(C=C1)NC1=CC=C(C=C1)C(F)(F)F)C=1N=NC=CC1 3-methyl-3-(3-(pyridazin-3-yl)-4-((4-(trifluoromethyl)phenyl)amino)phenyl)pyrrolidin-2-one